N1(CC2(C=3C1=NC=CC3)CCNCC2)C(=O)N spiro[piperidine-4,3'-pyrrolo[2,3-b]pyridine]-1'(2'H)-carboxamide